C1(=CC=CC=C1)[C@@H]1N(C(OC1)=O)C(C(=O)O)C (4(S)-phenylOxazolidin-2-one-3-yl)propionic acid